2-(4-iodo-3-(prop-2-yn-1-yloxy)phenyl)-5-(6-methylpyridin-3-yl)-1,3,4-oxadiazole IC1=C(C=C(C=C1)C=1OC(=NN1)C=1C=NC(=CC1)C)OCC#C